CC=1C(=C2C=CC=NC2=C(C1)F)[N+](=O)[O-] 6-methyl-5-nitro-8-fluoroquinoline